5-fluoro-1-[4-(4-fluorophenyl)-2-pyrazol-1-yl-cyclopentyl]piperidin-3-amine FC1CC(CN(C1)C1C(CC(C1)C1=CC=C(C=C1)F)N1N=CC=C1)N